N1=CC=C2N1CCCN2C=2C=NC=1CCN(CC1C2)C2=NC(=NC(=C2C)C)C(F)(F)F 3-(6,7-dihydropyrazolo[1,5-a]pyrimidin-4(5H)-yl)-6-(5,6-dimethyl-2-(trifluoromethyl)pyrimidin-4-yl)-5,6,7,8-tetrahydro-1,6-naphthyridine